C(C)N1C(NC2=C(C1)SC(=C2)CN2CCN(CC2)C=2C=CC(=NC2)C(=O)NC)=O 5-(4-((3-ethyl-2-oxo-1,2,3,4-tetrahydrothieno[3,2-d]pyrimidin-6-yl)methyl)piperazin-1-yl)-N-methylpicolinamide